FC1=C(C(=O)NC2=C(C=C(C=C2)S(N[C@H](C)C2CCN(CC2)C)(=O)=O)C)C(=CC=C1)C (R)-2-fluoro-6-methyl-N-(2-methyl-4-(N-(1-(1-methylpiperidin-4-yl)ethyl)sulfamoyl)phenyl)benzamide